3,5-dichloro-2-(6-morpholinopyridazin-3-yl)phenol ClC=1C(=C(C=C(C1)Cl)O)C=1N=NC(=CC1)N1CCOCC1